((S)-6,8-dichloro-1-methyl-3,4-dihydroisoquinolin-2(1H)-yl)((2R)-4-(4-(1-hydroxy-2-((2-hydroxyethyl)amino)ethyl)pyridin-3-yl)morpholin-2-yl)methanone ClC=1C=C2CCN([C@H](C2=C(C1)Cl)C)C(=O)[C@H]1CN(CCO1)C=1C=NC=CC1C(CNCCO)O